7'-(2-(4,6-diphenyl-1,3,5-triazin-2-yl)phenyl)spiro[cyclopentane-1,9'-fluorene]-2'-carbonitrile C1(=CC=CC=C1)C1=NC(=NC(=N1)C1=CC=CC=C1)C1=C(C=CC=C1)C1=CC=C2C=3C=CC(=CC3C3(C2=C1)CCCC3)C#N